N-benzyl-N-methyl-2-(p-tolylamino)-6-(2,4,4-trimethylpentan-2-ylamino)pyrimidine-4-carboxamide C(C1=CC=CC=C1)N(C(=O)C1=NC(=NC(=C1)NC(C)(CC(C)(C)C)C)NC1=CC=C(C=C1)C)C